2-fluoro-4-aminobenzoyl chloride FC1=C(C(=O)Cl)C=CC(=C1)N